BrC1=C(SC=C1)C(=O)N1CCC2(CN(C2)C2=C(C=CC=C2)N(S([O-])(=O)=O)CCC2=CC=CC=C2)CC1 N-(2-(7-(3-Bromothiophene-2-carbonyl)-2,7-diazaspiro[3.5]nonan-2-yl)phenyl)-N-phenethylsulfamate